Cl.C12(CC3CC(CC(C1)C3)C2)CCN 2-(adamantan-1-yl)ethan-1-amine HCl salt